3-(((5-chloroimidazo[1,2-a]pyridin-7-yl)oxy)methyl)bicyclo[1.1.1]pentan ClC1=CC(=CC=2N1C=CN2)OCC21CC(C2)C1